N-cyclopropyl-N-((trans)-3-((6-(1-methyl-1H-pyrazol-4-yl)pyrazolo[1,5-a]pyrazin-4-yl)oxy)cyclobutyl)acrylamide C1(CC1)N(C(C=C)=O)[C@@H]1C[C@H](C1)OC=1C=2N(C=C(N1)C=1C=NN(C1)C)N=CC2